ClC=1C(=C(C=NC1)N)N1CCN(CC1)C 5-Chloro-4-(4-methylpiperazin-1-yl)pyridin-3-amine